9-(2,4-dimethoxybenzyl)-9,11-dihydro-5H-pyrido[4',3':4,5]pyrrolo[3,2-c][1,7]naphthyridine-6,10-dione COC1=C(CN2C(C3=C(C=4C(NC5=CN=CC=C5C4N3)=O)C=C2)=O)C=CC(=C1)OC